3-(5-(1-(6-((difluoromethoxy)methyl)pyridin-2-yl)-1H-1,2,3-triazol-4-yl)-1-oxoisoindolin-2-yl)piperidine-2,6-dione FC(OCC1=CC=CC(=N1)N1N=NC(=C1)C=1C=C2CN(C(C2=CC1)=O)C1C(NC(CC1)=O)=O)F